PENTYNYL-PHTHALIMIDE C(#CCCC)C1=C2C(C(=O)NC2=O)=CC=C1